[2H]N(C(C[2H])(CC1=CC=CC=C1)[2H])[2H] N,N,1,2-Tetradeuterio-3-phenylpropan-2-amine